6-(2-((R)-1-(2-(4-chlorophenyl)propan-2-yl)-3-((R or S)-3,3-difluorooxetan-2-yl)pyrrolidin-3-yl)ethyl)nicotinonitrile ClC1=CC=C(C=C1)C(C)(C)N1C[C@@](CC1)([C@H]1OCC1(F)F)CCC1=NC=C(C#N)C=C1 |o1:15|